7'-fluoro-5'-phenyltetrahydro-3'H-spiro[piperidine-4,2'-pyrrolo[2,1-b]oxazol]-3'-one FC1CC(N2C1OC1(C2=O)CCNCC1)C1=CC=CC=C1